FC1=CC=C(C=C1)S(=O)(=O)CC(=O)C1=CC2=CC=CC=C2C=C1 2-(4-fluorobenzenesulfonyl)-1-(naphthalen-2-yl)ethan-1-one